CC1(CCN(CC1)C=1C=CC(=NC1)NC=1C2=C(C(=NC1)C1=C3C(=NC=C1)N(C=C3)C)CNC2=O)NC 7-[[5-[4-methyl-4-(methylamino)-1-piperidyl]-2-pyridyl]amino]-4-(1-methylpyrrolo[2,3-b]pyridin-4-yl)-2,3-dihydropyrrolo[3,4-c]pyridin-1-one